(±)-4-[3-[(4,5-Dichloro-1-methyl-indole-2-carbonyl)amino]-1-phenyl-pyrrolidin-3-yl]benzoic acid ClC1=C2C=C(N(C2=CC=C1Cl)C)C(=O)N[C@@]1(CN(CC1)C1=CC=CC=C1)C1=CC=C(C(=O)O)C=C1 |r|